3-(2-((17-carboxyheptadec-7-yl)oxy)-2-oxoethyl)oxirane-2-carboxylic acid C(=O)(O)CCCCCCCCCCC(CCCCCC)OC(CC1C(O1)C(=O)O)=O